BrC1=CC=C2C(=CC=NC2=C1)OCCOC(C)(C)C 7-bromo-4-(2-(tert-butoxy)ethoxy)quinoline